C=12C=3C=NC=C(OCCOCCCNC=4C=CC(NN1)=C2C4)C3 7,10-Dioxa-4,14,19,20-Tetraazatetracyclo[13.5.2.12,6.018,21]tricosa-1(20),2(23),3,5,15(22),16,18(21)-heptaene